4-((2-aminomethyl-3-fluoroallyl)oxy)-N-(pyridin-2-ylmethyl)benzamide trifluoroacetate FC(C(=O)O)(F)F.NCC(COC1=CC=C(C(=O)NCC2=NC=CC=C2)C=C1)=CF